adipyl phosphate P1(=O)(OC(CCCCC(=O)O1)=O)[O-]